N[C@H]1CN(CCC1)C(=O)C1=NN(C(=C1)C1=CC(=C(C#N)C=C1)F)C1=C(C=C(C=C1)N1CC(CC(C1)C)C)F 4-(3-((R)-3-aminopiperidine-1-carbonyl)-1-(4-(3,5-dimethylpiperidine-1-yl)-2-fluorophenyl)-1H-pyrazole-5-yl)-2-fluorobenzonitrile